[F-].C(CCCCCCCCCC)[NH+]1CCC(CC1)C 1-undecyl-4-methylpiperidinium fluoride salt